C(CCCCC)[N+]1=CC=CC=C1 N-Hexylpyridinium